(S)-(1-(5-chloro-4-ethoxy-2-fluorobenzyl)pyrrolidin-3-yl)methanamine disuccinate C(CCC(=O)O)(=O)O.C(CCC(=O)O)(=O)O.ClC=1C(=CC(=C(CN2C[C@@H](CC2)CN)C1)F)OCC